rac-tert-butyl (((4bR,5R,7S,7aR)-7a-(4-cyanophenyl)-4b-hydroxy-4-methoxy-7-phenyl-4b,6,7,7a-tetrahydro-5H-cyclopenta[4,5]furo[2,3-c]pyridin-5-yl)methyl)carbamate C(#N)C1=CC=C(C=C1)[C@]12[C@](C3=C(C=NC=C3OC)O1)([C@H](C[C@H]2C2=CC=CC=C2)CNC(OC(C)(C)C)=O)O |r|